N1(CCNCC1)C(=O)C=1C=C(C=CC1)N1C(NC(CC1)=O)=O 1-(3-(piperazine-1-carbonyl)phenyl)dihydropyrimidine-2,4(1h,3h)-dione